(R)-5-fluoro-5,6-dihydro-4H-pyrrolo[1,2-c][1,2,3]oxadiazol-7-ium-3-olate F[C@@H]1CC=2[N+](=NOC2[O-])C1